BrC1=NC(=NN1C1CC1)Br dibromo-1-cyclopropyl-1H-1,2,4-triazole